[4-(6-Amino-pyridazin-3-yl)-piperidin-1-yl]-{4-[6-((R)-sec-butoxy)-pyridin-3-yl]-3-methoxy-phenyl}-methanone NC1=CC=C(N=N1)C1CCN(CC1)C(=O)C1=CC(=C(C=C1)C=1C=NC(=CC1)O[C@H](C)CC)OC